N-(3-(5-fluoropyrimidin-2-yl)-4-methylphenyl)-1-(1-methoxyethyl)-3-methyl-6-azabicyclo[3.1.1]heptane-6-carboxamide FC=1C=NC(=NC1)C=1C=C(C=CC1C)NC(=O)N1C2CC(CC1(C2)C(C)OC)C